5-(3,5-difluorobenzyl)-1,3,4-thiadiazole-2-amine FC=1C=C(CC2=NN=C(S2)N)C=C(C1)F